N[C@@H](CC(=O)OCC)C=1C=C(C=CC1)C1=C(C(=CC=C1)F)F ethyl (S)-3-amino-3-(2',3'-difluorobiphenyl-3-yl)propanoate